C(C)(C)(C)OC(=O)N[C@H](C(=O)OC)CC1=CC(=CC=C1)B1OC(C(O1)(C)C)(C)C Methyl (S)-2-((Tert-Butoxycarbonyl)Amino)-3-(3-(4,4,5,5-Tetramethyl-1,3,2-Dioxaborolan-2-Yl)Phenyl)Propanoate